CC1=NOC(=C1[C@H](C(C)(C)O)S[C@@H]1O[C@@H]([C@@H]([C@@H]([C@H]1O)N1N=NC(=C1)C1=CC(=C(C(=C1)F)F)F)O)CO)C (2S,3R,4S,5R,6R)-2-(((R)-1-(3,5-Dimethylisoxazol-4-yl)-2-hydroxy-2-methylpropyl)thio)-6-(hydroxymethyl)-4-(4-(3,4,5-trifluorophenyl)-1H-1,2,3-triazol-1-yl)tetrahydro-2H-pyran-3,5-diol